CC1=C(C(NC(=C1)C)=O)CNC(=O)C=1C=C(C=C(C1C)N(C1CCOCC1)CC)C1=CC=C(C=C1)CN1CCOCC1 N-[(4,6-dimethyl-2-oxo-1,2-dihydropyridin-3-yl)methyl]-5-[ethyl(tetrahydro-2H-pyran-4-yl)amino]-4-methyl-4'-(morpholinomethyl)-(1,1'-biphenyl)-3-carboxamide